FC1=C(C(=C(C(=C1[B-](C1=C(C(=C(C(=C1F)F)F)F)F)(C1=C(C(=C(C(=C1F)F)F)F)F)C1=C(C(=C(C(=C1F)F)F)F)F)F)F)F)F.FC1=C(C(=C(C(=C1[B-](C1=C(C(=C(C(=C1F)F)F)F)F)(C1=C(C(=C(C(=C1F)F)F)F)F)C1=C(C(=C(C(=C1F)F)F)F)F)F)F)F)F.C1(=CC=CC=C1)[SH+]C1=CC=CC=C1.C1(=CC=CC=C1)[SH+]C1=CC=CC=C1 diphenylsulfonium bis[tetrakis(pentafluorophenyl)borate]